dimethyl ((1r,4r)-4-(8-((2-cyclopropyl-5-ethoxy-4'-fluoro-[1,1'-biphenyl]-4-yl)methyl)-2-oxo-1-oxa-3,8-diazaspiro[4.5]decan-3-yl)cyclohexyl)phosphonate C1(CC1)C1=C(C=C(C(=C1)CN1CCC2(CN(C(O2)=O)C2CCC(CC2)P(OC)(OC)=O)CC1)OCC)C1=CC=C(C=C1)F